[Sn+4].CC(C)(C)[O-].ClC1=CC=CN2C(=CC(=C12)C(=O)NCC1CC(C(CC1)(F)F)C)CCO.CC(C)(C)[O-].CC(C)(C)[O-].CC(C)(C)[O-] 8-chloro-N-((4,4-difluoro-3-methylcyclohexyl)methyl)-3-(2-hydroxyethyl)indolizine-1-carboxamide tert-butoxide tin